(2-cyanobenzyl)-N-(4-hydroxyphenyl)-1,2-dimethyl-5-(2-{[(3S)-3-(morpholin-4-ylmethyl)-3,4-dihydroisoquinolin-2(1H)-yl]carbonyl}-5-nitrophenyl)-1H-pyrrole-3-carboxamide C(#N)C1=C(CC=2C(=C(N(C2C2=C(C=CC(=C2)[N+](=O)[O-])C(=O)N2CC3=CC=CC=C3C[C@H]2CN2CCOCC2)C)C)C(=O)NC2=CC=C(C=C2)O)C=CC=C1